ClC(=C1[C@H]2CC[C@@H]1C1=C(C=CC=C21)NC(=O)C=2C(=NN(C2)C)C(F)F)Cl N-[(1S,4R)-9-(dichloromethylene)-1,2,3,4-tetrahydro-1,4-methanonaphthalen-5-yl]-3-(difluoro-methyl)-1-methyl-1H-pyrazole-4-carboxamide